(S)-tert-butyl 3-methyl-6-(2-((S)-1-methylpyrrolidin-3-yl)-2H-indazol-6-yl)-3,4-dihydropyridine-1(2H)-carboxylate C[C@@H]1CN(C(=CC1)C=1C=CC2=CN(N=C2C1)[C@@H]1CN(CC1)C)C(=O)OC(C)(C)C